5-[(E)-2-(4-hydroxy-3-methoxyphenyl)ethyl]benzene-1,3-diol OC1=C(C=C(C=C1)CCC=1C=C(C=C(C1)O)O)OC